C(C1CO1)CO[Si](OC)(C)CCC glycidylpropylmethyldimethoxysilane